butenyl ether C(=CCC)OC=CCC